FC=1C=2N(C=C(C1)NC(=O)C1=CC=3C(=NC(=CN3)C=3CCN(CC3)C(=O)OC(C)(C)C)S1)C=C(N2)C tert-butyl 4-[6-[(8-fluoro-2-methyl-imidazo[1,2-a]pyridin-6-yl)carbamoyl]thieno[2,3-b]pyrazin-3-yl]-3,6-dihydro-2H-pyridine-1-carboxylate